ethyl (E)-7-(3-(2-hydroxybenzylidene)-2,5-dioxopyrrolidinyl)heptanoate OC1=C(\C=C/2\C(N(C(C2)=O)CCCCCCC(=O)OCC)=O)C=CC=C1